6-cyano-1-(cyclobutylmethyl)-4-oxo-7-{5H,6H,7H-pyrrolo[3,4-b]pyridin-6-yl}-1,4-dihydro-1,8-naphthyridine C(#N)C=1C=C2C(C=CN(C2=NC1N1CC2=NC=CC=C2C1)CC1CCC1)=O